tert-butyl (5S,9S)-2-((S)-1-(4-fluorophenyl)-3,4-dihydroisoquinolin-2(1H)-yl)-9-hydroxy-1-oxa-3,7-diazaspiro[4.4]non-2-ene-7-carboxylate FC1=CC=C(C=C1)[C@@H]1N(CCC2=CC=CC=C12)C=1O[C@@]2(CN1)CN(C[C@@H]2O)C(=O)OC(C)(C)C